COC1=CC=C(C=N1)C1=CN(C2=NC=C(C=C21)C2=CC=NN2C2CCNCC2)S(=O)(=O)C2=CC=C(C)C=C2 3-(6-methoxypyridin-3-yl)-5-(1-(piperidin-4-yl)-1H-pyrazol-5-yl)-1-tosyl-1H-pyrrolo[2,3-b]pyridine